C(C)(C)N1C(N(C=2C1=C1C(=NC2)NC(=C1C1=CC=CC=C1)C1=CC=C(C=C1)CN1CCC(CC1)S(=O)(=O)C)C)=O 1-Isopropyl-3-methyl-7-(4-((4-(methylsulfonyl)piperidin-1-yl)methyl)phenyl)-8-phenyl-3,6-dihydroimidazo[4,5-d]pyrrolo[2,3-b]pyridin-2(1H)-on